2-N-butyryl-6-O-(2-(4-isobutylphenyl)propionyl)-D-glucosamine C(CCC)(=O)N[C@H]1C(O)O[C@@H]([C@H]([C@@H]1O)O)COC(C(C)C1=CC=C(C=C1)CC(C)C)=O